C(CC(CCO)O)O 1,3,5-Pentantriol